C[Si](CCS(=O)(=O)C1=CC=CC=N1)(C)C 6-((2-(trimethylsilyl)ethyl)sulfonyl)pyridine